C(N)(=O)C1=C(NC(CCC(=O)O)=O)C=CC=C1C 4-(2-carbamoyl-3-methyl-anilino)-4-oxo-butanoic acid